(R)-6-chloro-N-(6-(3-(2-hydroxypropan-2-yl)pyrrolidin-1-yl)-2-methylpyrimidin-4-yl)picolinamide ClC1=CC=CC(=N1)C(=O)NC1=NC(=NC(=C1)N1C[C@@H](CC1)C(C)(C)O)C